2-(5-Methoxy-1H-indol-3-yl)-N,N-dimethylpropanamide COC=1C=C2C(=CNC2=CC1)C(C(=O)N(C)C)C